NC1=NC=CC=C1O 2-Amino-3-hydroxy-pyridin